C1N(CC12CNC2)CC=2N=C(SC2)C 4-((2,6-diazaspiro[3.3]heptan-2-yl)methyl)-2-methylthiazole